ClC1=C(C=C2CCNCC2=C1)NC1=NC=C(C(=N1)C1=CC(=C(S1)C(=O)N)S(=O)(=O)C)C(F)(F)F 5-(2-((7-chloro-1,2,3,4-tetrahydroisoquinolin-6-yl)amino)-5-(trifluoromethyl)pyrimidin-4-yl)-3-(methylsulfonyl)thiophene-2-carboxamide